C(C)C=1C(=NC=CC1C1=CC=NC=C1)Cl monoethyl-chloro-4,4'-bipyridyl